BrC1=C(C=CC(=C1)Cl)C=1C=NN(C1)C(F)F 4-(2-bromo-4-chlorophenyl)-1-(difluoromethyl)-1H-pyrazole